N1N=C(C=C1)C#N pyrazole-3-carbonitrile